3-(3-chloro-4-nitrophenyl)-1-isopropyl-1H-pyrazolo[3,4-d]pyrimidin-4-amine ClC=1C=C(C=CC1[N+](=O)[O-])C1=NN(C2=NC=NC(=C21)N)C(C)C